C(C=C)(=O)NC1=CC=C(C=C1)C1=C(C=2C(=NC=C(C2N1C)C#N)N)C1=CC(=C(C=C1)NC(=O)C1(CC1)C)OC N-(4-(2-(4-acrylamidophenyl)-4-amino-7-cyano-1-methyl-1H-pyrrolo[3,2-c]pyridin-3-yl)-2-methoxyphenyl)-1-methylcyclopropane-1-carboxamide